3-amino-4-(4-(1-(2-(dimethylamino)-2-carbonylethyl)-1H-pyrazol-4-yl)phenoxy)thieno[2,3-b]pyridine-2-carboxamide NC1=C(SC2=NC=CC(=C21)OC2=CC=C(C=C2)C=2C=NN(C2)CC(=C=O)N(C)C)C(=O)N